3-[[2-[4-(4-ethoxy-6-oxo-1H-pyridin-3-yl)-2-fluorophenyl]acetyl]amino]-N-[2-[(3R)-3-methoxypyrrolidin-1-yl]ethyl]-5-(trifluoromethyl)benzamide C(C)OC=1C(=CNC(C1)=O)C1=CC(=C(C=C1)CC(=O)NC=1C=C(C(=O)NCCN2C[C@@H](CC2)OC)C=C(C1)C(F)(F)F)F